2-(1-(2-(((S)-1-((2S,4R)-4-hydroxy-2-(((S)-1-(4-(4-methylthiazol-5-yl)phenyl)ethyl)carbamoyl)pyrrolidin-1-yl)-3,3-dimethyl-1-oxobutan-2-yl)amino)-2-oxoethyl)cyclopentyl)acetic acid O[C@@H]1C[C@H](N(C1)C([C@H](C(C)(C)C)NC(CC1(CCCC1)CC(=O)O)=O)=O)C(N[C@@H](C)C1=CC=C(C=C1)C1=C(N=CS1)C)=O